CN(CC(=O)N[C@@H](CCCCNC(CN(C)C)=O)C(NCCCN(CCCNC([C@H](CCCCNC(CN(C)C)=O)NC(CN(C)C)=O)=O)C(C1=CN=CC=C1S)=O)=O)C N,N'-((10S,22S)-10-(2-(dimethylamino)acetamido)-16-(4-mercaptonicotinoyl)-2-methyl-4,11,21-trioxo-2,5,12,16,20-pentaazahexacosane-22,26-diyl)bis(2-(dimethylamino)acetamide)